2-(2-(trifluoromethyl)pyridin-3-yl)azetidin FC(C1=NC=CC=C1C1NCC1)(F)F